5-Amino-1-isopropyl-3-[6-[2-oxo-2-[[5-(3,3,3-trifluoro-1,1-dimethyl-propyl)isoxazol-3-yl]amino]ethyl]-3-pyridyl]pyrazole-4-carboxamide NC1=C(C(=NN1C(C)C)C=1C=NC(=CC1)CC(NC1=NOC(=C1)C(CC(F)(F)F)(C)C)=O)C(=O)N